(2R)-2-[(E)-2-(1,3-Benzodioxol-5-yl)ethenyl]-4-methoxy-2,3-dihydropyran-6-one O1COC2=C1C=CC(=C2)/C=C/[C@@H]2OC(C=C(C2)OC)=O